COC1=CC=C(C=C1)C(CCSC1=CC=CC=C1)=O 1-(4-methoxyphenyl)-3-(phenylsulfanyl)propan-1-one